(4-(1-(6-(4,4-difluoropiperidin-1-yl)pyridin-2-yl)-1H-1,2,3-triazol-4-yl)-3-(6-azaspiro[2.5]oct-6-yl)phenyl)methanesulfonamide FC1(CCN(CC1)C1=CC=CC(=N1)N1N=NC(=C1)C1=C(C=C(C=C1)CS(=O)(=O)N)N1CCC2(CC2)CC1)F